COC(C1=CC=CC(=N1)C)C1=CC=CC=C1 6-(METHOXY(PHENYL)METHYL)-METHYLPYRIDINE